ClC1=CC=C2C=3C=CC(=CC3NC2=C1)CC(=O)NCC=1C=NC(=CC1)O 2-(7-chloro-9H-carbazol-2-yl)-N-((6-hydroxypyridin-3-yl)methyl)acetamide